4-(2-chloro-7-methyl-8-oxo-7,8-dihydro-9H-purin-9-yl)piperidine-4-carbonitrile ClC1=NC=C2N(C(N(C2=N1)C1(CCNCC1)C#N)=O)C